FC(C=1N=C2N(C(=CC=C2)NC2CCC(CC2)NC(=O)C2=CNC3=CC=CC=C23)C1)(F)F N-[(1s,4s)-4-{[2-(trifluoromethyl)imidazo[1,2-a]pyridin-5-yl]amino}cyclohexyl]-1H-indole-3-carboxamide